Ethyl (2R)-3-(3-cyanophenyl)-2-{[(1,2,3,5,6,7-hexahydro-s-indacen-4-yl)carbamoyl]oxy}propanoate C(#N)C=1C=C(C=CC1)C[C@H](C(=O)OCC)OC(NC1=C2CCCC2=CC=2CCCC12)=O